C(CCCCCCCCC)OC(CCCC(C(=O)[O-])(CCC)NCCO)=O (4-(decyloxy)-4-oxobutyl)((2-hydroxyethyl)amino)pentanoate